N-(3-(2,6-dioxopiperidin-3-yl)phenyl)-7-(spiro[3.3]heptan-2-ylamino)heptylamide O=C1NC(CCC1C=1C=C(C=CC1)[N-]CCCCCCCNC1CC2(C1)CCC2)=O